OC1=C(C(=CC(=C1S(=O)(=O)NC(C1=CN=CC=C1)=O)CCCCC)O)C1C(CCC(=C1)C)C(=C)C N-((2,6-dihydroxy-5'-methyl-4-pentyl-2'-(prop-1-en-2-yl)-1',2',3',4'-tetrahydro-[1,1'-biphenyl]-3-yl)sulfonyl)nicotinamide